N=1C=NN2C1C(=NC=C2)N [1,2,4]triazolo[1,5-a]pyrazin-8-amine